2-chloro-7-ethyl-7-methylfuro[3,4-b]pyridin-5(7H)-one ClC1=CC=C2C(=N1)C(OC2=O)(C)CC